N-methyl-1-(2-methylbenzofuran-3-yl)methylamine hydrochloride Cl.CNCC1=C(OC2=C1C=CC=C2)C